(S)-2-amino-3-(4-dihydroxyboryl-2-(difluoromethyl)phenyl)-2-methylpropanoic acid N[C@](C(=O)O)(CC1=C(C=C(C=C1)B(O)O)C(F)F)C